(3S,4R)-4-((5-fluoro-7-isopropyl-6-(3,3,3-trifluoroprop-1-yn-1-yl)pyrrolo[2,1-f][1,2,4]triazin-2-yl)amino)tetrahydro-2H-pyran-3-ol FC=1C(=C(N2N=C(N=CC21)N[C@H]2[C@@H](COCC2)O)C(C)C)C#CC(F)(F)F